BrC=1C2=CN(N=C2C(=CC1)OC1CCOCC1)C 4-bromo-2-methyl-7-((tetrahydro-2H-pyran-4-yl)oxy)-2H-indazole